acetoacetyl-L-cysteine C(CC(=O)C)(=O)N[C@@H](CS)C(=O)O